[Na+].[Na+].C(CCCCCCCCCCC)C=1[N+](CCN1)(CC(=O)O)CCOCC(=O)O lauryl-N-carboxymethoxyethyl-N-carboxymethylimidazolinium disodium